N-(4-(5-methyl-1,3,4,5-tetrahydro-2H-pyrido[4,3-b]indol-2-yl)butyl)-9H-carbazole-3-carboxamide CN1C2=C(C=3C=CC=CC13)CN(CC2)CCCCNC(=O)C=2C=CC=1NC3=CC=CC=C3C1C2